The molecule is a benzene-derived hexacarboxylic acid in which each carbon of benzene carries a carboxy substituent. It is a conjugate acid of a mellitic acid hexaanion. C1(=C(C(=C(C(=C1C(=O)O)C(=O)O)C(=O)O)C(=O)O)C(=O)O)C(=O)O